(3-(5-(((4S)-6-(4-chlorophenyl)-4-(2-(ethylamino)-2-oxoethyl)-1-methyl-4H-benzo[f][1,2,4]triazolo[4,3-a][1,4]diazepin-8-yl)oxy)pentanamido)phenyl)boronic acid ClC1=CC=C(C=C1)C1=N[C@H](C=2N(C3=C1C=C(C=C3)OCCCCC(=O)NC=3C=C(C=CC3)B(O)O)C(=NN2)C)CC(=O)NCC